2-(8'-oxo-7',8'-dihydro-5'H-spiro[cyclopropane-1,6'-indolizin]-1'-yl)acetic acid O=C1CC2(CN3C=CC(=C13)CC(=O)O)CC2